(E)-1-(4-((4-amino-7-methyl-5-(4-phenoxyphenyl)-7H-pyrrolo[2,3-d]pyrimidin-6-yl)ethynyl)-4-hydroxypiperidin-1-yl)-4-(dimethylamino)but-2-en-1-one NC=1C2=C(N=CN1)N(C(=C2C2=CC=C(C=C2)OC2=CC=CC=C2)C#CC2(CCN(CC2)C(\C=C\CN(C)C)=O)O)C